Cl.NC\C=C(\CN1N=NC2=C1C=CC=C2C=2C=C(C=CC2)S(=O)(=O)N(C)C)/F (Z)-3-(1-(4-amino-2-fluorobut-2-en-1-yl)-1H-benzo[d][1,2,3]triazol-4-yl)-N,N-dimethylbenzenesulfonamide Hydrochloride